O1C[C@H](CC1)C(N1C[C@@H]2[C@H](C1)CC(C2)NC=2N=NC(=CC2)C2=C(C(=CC(=C2)F)F)F)([2H])[2H] (3aR,5s,6aS)-2-(((R)-tetrahydrofuran-3-yl)methyl-d2)-N-(6-(2,3,5-trifluorophenyl)pyridazin-3-yl)octahydrocyclopenta[c]pyrrol-5-amine